C1(=CC=CC=C1)C1=CC=C(C=C1)C1=NOC(C1)C(=O)OCC ethyl 3-(4-phenylphenyl)-4,5-dihydro-1,2-oxazole-5-carboxylate